methyl (3S)-3-(3-(3,5-dimethyl-1H-pyrazol-1-yl)phenyl)-4-(8-fluoro-6-((5,6,7,8-tetrahydro-1,8-naphthyridin-2-yl)methyl)-2,6-diazaspiro[3.4]octan-2-yl)butanoate CC1=NN(C(=C1)C)C=1C=C(C=CC1)[C@H](CC(=O)OC)CN1CC2(C1)CN(CC2F)CC2=NC=1NCCCC1C=C2